N1(CCCCC1)C1=CC=C(C(=O)O)C=C1 4-(1-piperidinyl)benzoic acid